C[Si](C)(C)N(C=1C=C(C=CC1)[Mg]Br)[Si](C)(C)C (3-(bis(trimethylsilyl)amino)phenyl)magnesium bromide